5-(8-fluoro-2-methylimidazo[1,2-a]pyridin-6-yl)-N-isobutyl-7H-pyrrolo[2,3-d]pyrimidin-2-amine FC=1C=2N(C=C(C1)C1=CNC=3N=C(N=CC31)NCC(C)C)C=C(N2)C